benzyl (imino(5-(((1S,3S,5S)-5-methyl-2-azabicyclo[3.1.0]hexane-3-carboxamido)methyl)thiophen-3-yl)methyl)carbamate N=C(C1=CSC(=C1)CNC(=O)[C@H]1N[C@H]2C[C@]2(C1)C)NC(OCC1=CC=CC=C1)=O